chloro-[3,4'-bipyridine] ClC1=NC=CC=C1C1=CC=NC=C1